7-bromo-6-fluoro-1-methyl-indazole BrC=1C(=CC=C2C=NN(C12)C)F